ClC1=C(C(=NC(=N1)C)N1CC=2C=C(C=NC2C(C1)C)N)C 6-(6-chloro-2,5-dimethylpyrimidin-4-yl)-8-methyl-5,6,7,8-tetrahydro-1,6-naphthyridin-3-amine